[4-(chloromethyl)-1,3-thiazol-2-yl](2,4-dimethoxybenzyl)carbamic acid tert-butyl ester C(C)(C)(C)OC(N(CC1=C(C=C(C=C1)OC)OC)C=1SC=C(N1)CCl)=O